((2,6-dichlorophenyl)(methyl)amino)-N-(5-(2-mercaptoacetylamino)pentyl)pyrimidine-5-carboxamide ClC1=C(C(=CC=C1)Cl)N(C)C1=NC=C(C=N1)C(=O)NCCCCCNC(CS)=O